N-[4-(trifluoromethoxy)phenyl]piperidin-4-amine C1CNCCC1NC2=CC=C(C=C2)OC(F)(F)F